isopropyl ((R)-(((R)-1-(4-amino-2-(ethoxymethyl)-1H-imidazo[4,5-c]quinolin-1-yl) propan-2-yl) oxy) (naphth-2-yloxy) phosphoryl)-L-alaninate NC1=NC=2C=CC=CC2C2=C1N=C(N2C[C@@H](C)O[P@@](=O)(OC2=CC1=CC=CC=C1C=C2)N[C@@H](C)C(=O)OC(C)C)COCC